C(C1=CC=CC=C1)N1CC=2C(N=C3N(C2CC1)CCN3CC3=CC=C(C=C3)Br)=O 7-benzyl-3-(4-bromobenzyl)-2,3,6,7,8,9-hexahydroimidazo[1,2-a]pyrido[3,4-e]pyrimidin-5(1H)-one